FC1=C(C=CC=C1C(F)(F)F)[C@@H]1NOCC1 (R)-3-(2-fluoro-3-(trifluoromethyl)phenyl)isoxazolidine